COC1=CC=C(C2=C1NC(=N2)NC(=O)N2CC1(CC2)CCOCC1)N1CCOCC1 N-[7-methoxy-4-(morpholin-4-yl)-1H-1,3-benzodiazol-2-yl]-8-oxa-2-azaspiro[4.5]decane-2-carboxamide